C1=CC=CCC1 Cyclohexa-dien